bis((9H-Fluoren-9-yl)methyl) (4-((14S,17S)-1-azido-14-isopropyl-17-methyl-12,15-dioxo-3,6,9-trioxa-l-3,16-diazaoctadecan-18-amido)benzyl) phosphate P(=O)(OCC1C2=CC=CC=C2C=2C=CC=CC12)(OCC1C2=CC=CC=C2C=2C=CC=CC12)OCC1=CC=C(C=C1)NC([C@@H](NC([C@@H](CC(CCOCCOCCOCCN=[N+]=[N-])=O)C(C)C)=O)C)=O